C12(C(=CC3=CC=CC=C13)C#CC1=NC=CC=C1)CCC1(CC2)OCCO1 2-[(dispiro[[1,3]dioxolane-2,1'-cyclohexane-4',1''-inden]-2''-yl)ethynyl]pyridine